(Z)-5-(2-Fluoro-6-methoxyphenyl)-3-(1-((1-methyl-1H-pyrazol-4-yl)amino)ethylidene)-1H-pyrrolo[2,3-b]pyridin-2(3H)-one FC1=C(C(=CC=C1)OC)C=1C=C/2C(=NC1)NC(\C2=C(\C)/NC=2C=NN(C2)C)=O